Perfluorooctanesulfonyl chloride FC(C(C(C(C(C(C(C(F)(F)F)(F)F)(F)F)(F)F)(F)F)(F)F)(F)F)(S(=O)(=O)Cl)F